C1(CCCC1)CN1C(=NC2=C1C=C(C=C2[N+](=O)[O-])C=2C(=NOC2C)C)C 4-(1-(cyclopentylmethyl)-2-methyl-4-nitro-1H-benzo[d]imidazol-6-yl)-3,5-dimethylisoxazole